C12CN(CC2C1)C1=CC=C(C(=N1)CO)CN1N=CC(=C1)C(=O)OCC ethyl 1-[(6-{3-azabicyclo[3.1.0]hex-3-yl}-2-(hydroxymethyl) pyridin-3-yl) methyl]-1H-pyrazole-4-carboxylate